FC=1C(=C(CNC(OC(C)(C)C)=O)C=CC1B1OC(C(O1)(C)C)(C)C)OC tert-butyl (3-fluoro-2-methoxy-4-(4,4,5,5-tetramethyl-1,3,2-dioxaborolan-2-yl)benzyl)carbamate